((4-methoxyphenylmethyl)oxy)-1,5-naphthyridine-2-carboxylic acid methyl ester COC(=O)C1=NC2=CC=CN=C2C=C1OCC1=CC=C(C=C1)OC